OC=1C=C2C(=CNC2=CC1C)CCNC(C)=O N-[2-(5-Hydroxy-6-Methyl-1H-indol-3-yl)ethyl]acetamide